C1(=CC=CC=C1)C(C1CCNCC1)C1=CC=C(C=C1)C 4-(phenyl-(p-tolyl)methyl)piperidine